4-{1,4-dioxa-8-azaspiro[4.5]decan-8-yl}-2-ethyl-N-{8-fluoro-2-methylimidazo[1,2-a]pyridin-6-yl}indazole-7-carboxamide O1CCOC12CCN(CC2)C=2C1=CN(N=C1C(=CC2)C(=O)NC=2C=C(C=1N(C2)C=C(N1)C)F)CC